(S)-2-amino-4-((1-hydroxypentan-2-yl)amino)-1,5-naphthyridine-3-carboxylic acid ethyl ester C(C)OC(=O)C=1C(=NC2=CC=CN=C2C1N[C@H](CO)CCC)N